C(C)(C)(C)OC(=O)N[C@@H]1C[C@H](CC1)C(=O)O (1S,3S)-3-((tert-butoxycarbonyl)amino)cyclopentane-1-carboxylic acid